C(C)OC(=O)C=1N(C=NC1)CC=1C=NC(=C(C1)F)C1CCC(CC1)(F)F 3-[[6-(4,4-difluorocyclohexyl)-5-fluoropyridin-3-yl]methyl]imidazole-4-carboxylic acid ethyl ester